(1S,3aR,6aS)-2-((S)-2-((t-butoxycarbonyl)amino)-3,3-dimethylbutyryl)octahydrocyclopenta[C]pyrrole-1-carboxylic acid C(C)(C)(C)OC(=O)N[C@H](C(=O)N1[C@@H]([C@@H]2[C@H](C1)CCC2)C(=O)O)C(C)(C)C